C[Si](C)(C)I Trimethyl-silyl iodide